ethyl (4S)-4-methyloxetane-2-carboxylate C[C@H]1CC(O1)C(=O)OCC